CC1=C(C(=O)O)C=CC(=C1)C(C1=C(C=C(C=C1)[N+](=O)[O-])C)=O 2-Methyl-4-(2-methyl-4-nitrobenzoyl)benzoic Acid